N-(3-((5-(4-(aminomethyl)-4-methylpiperidin-1-yl)pyrazin-2-yl)thio)-2-chlorophenyl)-4-hydroxy-5-(4-hydroxy-3-methoxyphenyl)-1-methyl-2-oxo-1,2-dihydropyridine-3-carboxamide NCC1(CCN(CC1)C=1N=CC(=NC1)SC=1C(=C(C=CC1)NC(=O)C=1C(N(C=C(C1O)C1=CC(=C(C=C1)O)OC)C)=O)Cl)C